((1-((6-chloropyridin-3-yl)amino)isoquinolin-6-yl)imino)(methyl)(oxetan-3-ylmethyl)-λ6-sulfanone ClC1=CC=C(C=N1)NC1=NC=CC2=CC(=CC=C12)N=S(=O)(CC1COC1)C